(2,6-di-cyclohexyl-1,4-phenylen)ether C1(CCCCC1)C1=C2C(=CC(=C1)O2)C2CCCCC2